tert-butyl 3-(((1-methoxy-1-oxo-4-(trans-3-(2-(5,6,7,8-tetrahydro-1,8-naphthyridin-2-yl) ethyl) cyclobutoxy) butan-2-yl) carbamoyl)-oxy)-3-methylazetidine-1-carboxylate COC(C(CCO[C@@H]1C[C@H](C1)CCC1=NC=2NCCCC2C=C1)NC(=O)OC1(CN(C1)C(=O)OC(C)(C)C)C)=O